10,10-dideuterio-9-[(4-methoxyphenyl)methyl]-1,4-dioxa-9-azaspiro[4.5]decane-6-carboxylic acid [2H]C1(N(CCC(C12OCCO2)C(=O)O)CC2=CC=C(C=C2)OC)[2H]